benzyl 4-(2-((1R,5S)-3-(3-amino-6-(3-fluoro-2-hydroxyphenyl)pyridazin-4-yl)-3,8-diazabicyclo[3.2.1]octan-8-yl)pyrimidin-4-yl)piperidine-1-carboxylate NC=1N=NC(=CC1N1C[C@H]2CC[C@@H](C1)N2C2=NC=CC(=N2)C2CCN(CC2)C(=O)OCC2=CC=CC=C2)C2=C(C(=CC=C2)F)O